The molecule is a tetrahydropyridine bearing an acetyl group in the 6 position. It is the tautomer of CHEBI:59533 It is a tautomer of a 6-acetyl-2,3,4,5-tetrahydropyridine. CC(=O)C1=CCCCN1